BrC1=C(C(=C(C=O)C=C1)C)C 4-bromo-2,3-dimethylbenzaldehyde